NC=1C=C(C[C@H](N)C(=O)O)C=CC1O 3-amino-L-tyrosine